C(C)(C)C=1C(=NC=CN1)N1C(C(=CC2=CC=CN=C12)[N+](=O)[O-])=O 1-(3-isopropylpyrazin-2-yl)-3-nitro-1,8-naphthyridin-2(1H)-one